4-((3-(3,4-dihydroisoquinolin-2(1H)-yl)-2-hydroxypropyl)amino)pyridine C1N(CCC2=CC=CC=C12)CC(CNC1=CC=NC=C1)O